tert-butyl (1R,4R)-5-(2-(3,7-di(1H-indazol-5-yl)-10H-phenoxazin-10-yl)ethyl)-2,5-diazabicyclo[2.2.1]heptane-2-carboxylate N1N=CC2=CC(=CC=C12)C=1C=CC=2N(C3=CC=C(C=C3OC2C1)C=1C=C2C=NNC2=CC1)CCN1[C@H]2CN([C@@H](C1)C2)C(=O)OC(C)(C)C